FC1=CC=C(CNC(C2=CC(=C(C=C2)N2CCN(CC2)CC)NS(=O)(=O)C2=CC=C(C=C2)C)=O)C=C1 N-(4-fluorobenzyl)-3-((4-methylphenyl)sulphonamido)-4-(4-ethylpiperazin-1-yl)-benzamide